C1(CC1)C(=O)N1CCC2=CC(=CC=C12)C=1N=C(SC1C)NC(CC1=CC(=C(C=C1)F)OCCCCCNC=1C=C2CN(C(C2=CC1)=O)C1C(NC(CC1)=O)=O)=O N-(4-(1-(cyclopropanecarbonyl)indolin-5-yl)-5-methylthiazol-2-yl)-2-(3-((5-((2-(2,6-dioxopiperidin-3-yl)-1-oxoisoindolin-5-yl)amino)pentyl)oxy)-4-fluorophenyl)acetamide